3-((R)-2-(4-(cyclobutylamino)picolinamido)-1-hydroxyethyl)-7-((4-methyloxazol-5-yl)methoxy)-3,4-dihydroisoquinoline C1(CCC1)NC1=CC(=NC=C1)C(=O)NC[C@@H](O)C1N=CC2=CC(=CC=C2C1)OCC1=C(N=CO1)C